C(C)N1N=NN=C1SC1=C(C(=O)NC2=CC=C(C=C2)C(F)(F)F)C=C(C=C1)[N+](=O)[O-] 2-[(1-ethyl-1H-tetrazol-5-yl)sulfanyl]-5-nitro-N-[4-(trifluoromethyl)phenyl]benzamide